C1(=CC=CC=C1)C1C(C2CCC1C2)N 3-phenylbicyclo[2.2.1]heptan-2-amine